N1=CC(=CC=C1)CN1N=CC(=C1)B(O)O 1-(PYRIDIN-3-YLMETHYL)PYRAZOLE-4-BORONIC ACID